(E)-1-methylpiperidin-1-ium trifluoroacetate FC(C(=O)[O-])(F)F.C[NH+]1CCCCC1